ClC1=C(OCC(=O)C=2C(CC(CC2O)(C)C)=O)C=CC=C1 2-(2-(2-chlorophenoxy)acetyl)-3-hydroxy-5,5-dimethylcyclohex-2-en-1-one